C(C)OC(=O)[C@H]1C2CCC([C@@H]1N)CC2 (2S,3S)-3-Aminobicyclo[2.2.2]Octane-2-carboxylic acid ethyl ester